[OH-].C(C=C)[NH+](CCCC)CC=C diallyl-butylammonium hydroxide